benzyl ((7S,10R,11R)-2,3-dimethyl-5,6,7,8,9,10-hexahydro-7,10-methanocyclohepta[b]indol-11-yl)carbamate CC=1C=C2C3=C(NC2=CC1C)C[C@@H]1CC[C@H]3[C@@H]1NC(OCC1=CC=CC=C1)=O